C(C1=CC=CC=C1)OC[C@@H](C(=O)OC)N1CCN(CCN(CCN(CC1)CC(=O)O)C(C(=O)OCC)CC1=CC=C(C=C1)OCC(C(F)F)(F)F)CC(=O)O 2,2'-(4-[(2S)-3-(benzyloxy)-1-methoxy-1-oxopropan-2-yl]-10-{1-ethoxy-1-oxo-3-[4-(2,2,3,3-tetrafluoropropoxy)phenyl]propan-2-yl}-1,4,7,10-tetraazacyclododecane-1,7-diyl)diacetic acid